imidazole disodium salt [Na].[Na].N1C=NC=C1